N1(N=CC=C1)CCNC(=O)C1=NOC(=C1)C1=C(C=CC=C1)C N-(2-(1H-pyrazol-1-yl)ethyl)-5-(o-tolyl)isoxazole-3-carboxamide